OCC[N+](C)(CCO)CCO tris(2-hydroxyethyl)methyl-ammonium